C1(=CC=CC=C1)S(=O)(=O)O.C(C)N(CC)CC triethylamine benzenesulfonate salt